3-[5-[[5-(2-bromophenyl)tetrazol-1-yl]methyl]-2-thienyl]-5-(trifluoromethyl)-1,2,4-oxadiazole BrC1=C(C=CC=C1)C1=NN=NN1CC1=CC=C(S1)C1=NOC(=N1)C(F)(F)F